1-((1R,5S,6r)-6-((5-(3-(2,2-Difluoroethyl)-2-methyl-3H-imidazo[4,5-b]pyridin-5-yl)-4-(methylamino)pyrrolo[2,1-f][1,2,4]triazin-2-yl)amino)-3-azabicyclo[3.1.0]hexan-3-yl)ethan-1-one FC(CN1C(=NC=2C1=NC(=CC2)C=2C=CN1N=C(N=C(C12)NC)NC1[C@@H]2CN(C[C@H]12)C(C)=O)C)F